3-Amino-7-chloro-4-(7-fluoro-1H-indazol-4-yl)-6-methyl-1H-1,5-naphthyridin-2-one NC=1C(NC2=CC(=C(N=C2C1C1=C2C=NNC2=C(C=C1)F)C)Cl)=O